5-(4-(3,4-dichlorophenyl)-5-isobutylthiazol-2-ylamino)biphenyl-3-carboxylic acid ClC=1C=C(C=CC1Cl)C=1N=C(SC1CC(C)C)NC=1C=C(C=C(C1)C1=CC=CC=C1)C(=O)O